(5S)-1-(8-fluoro-2-(((2R,7aS)-2-fluorohexahydro-1H-pyrrolizin-7a-yl)methoxy)-7-(3-hydroxynaphthalen-1-yl)pyrido[4,3-d]pyrimidin-4-yl)-5-(hydroxymethyl)-3-methylpyrrolidin-3-ol FC1=C(N=CC2=C1N=C(N=C2N2CC(C[C@H]2CO)(O)C)OC[C@]21CCCN1C[C@@H](C2)F)C2=CC(=CC1=CC=CC=C21)O